C(C)C(COC(CCCCCCCCC(=O)OCC(CCCC)CC)=O)CCCC Sebacic acid bis(2-ethylhexyl) ester